NCCC[C@@H](C(=O)O)NCCCCCCN (S)-5-amino-2-((6-aminohexyl)amino)pentanoic acid